C(CCCCCCCCCCCCCCCCC)[N+](C)(C)CCCCCCCCCCCCCCCCCC distearyldimethylammonium